C(C1=CC=CC=C1)N1CC=2C(CC1)=C(N(N2)C2=NC=CC1=C2C=CS1)O 6-benzyl-2-(thieno[3,2-c]pyridin-4-yl)-4,5,6,7-tetrahydro-2H-pyrazolo[3,4-c]pyridinol